O1C2=C(OCC1)C=C(C=C2)C2=NC(=C1C(=N2)N(N=C1)C1=CC=C(C=C1)C)NC(=O)C=1SC(=CC1)[N+](=O)[O-] N-(6-(2,3-dihydrobenzo[b][1,4]dioxin-6-yl)-1-(p-tolyl)-1H-pyrazolo[3,4-d]pyrimidin-4-yl)-5-nitrothiophene-2-carboxamide